NC1=C(C=CC(=C1)F)NC(C1=CC=C(C=C1)CS(=O)C1=NC=CC(=N1)NC1=NNC(=C1)C)=O N-(2-amino-4-fluorophenyl)-4-[[[4-[(5-methyl-1H-pyrazol-3-yl)amino]pyrimidin-2-yl]sulfinyl]methyl]benzamide